(4-amino-1-tert-butyl-pyrazolo[3,4-d]pyrimidin-3-yl)-N-(2,5-dimethylpyrazol-3-yl)-1H-indole-2-carboxamide NC1=C2C(=NC=N1)N(N=C2N2C(=CC1=CC=CC=C21)C(=O)NC=2N(N=C(C2)C)C)C(C)(C)C